C(C)(C)(C)OC(N(CCO)[C@@H]([C@H](O)C1=CC(=NC(=C1)Cl)Br)COC)=O.BrC=1C=NC=C(C1)OCC(C)(F)F |r| 3-bromo-5-(2,2-difluoropropoxy)pyridine racemic-tert-butyl-((1R,2R)-1-(2-bromo-6-chloropyridin-4-yl)-1-hydroxy-3-methoxypropan-2-yl)(2-hydroxyethyl)carbamate